N[C@@H]1[C@@H](OCC12CCN(CC2)C=2N=CC(=NC2)SC=2C(=C(C=CC2)NC(=O)NS(=O)(=O)N2CCCC2)Cl)C N-((3-((5-((3S,4S)-4-amino-3-methyl-2-oxa-8-azaspiro[4.5]decan-8-yl)pyrazin-2-yl)thio)-2-chlorophenyl)carbamoyl)pyrrolidine-1-sulfonamide